ClC=1C(=NC=C(C1)F)CC1CC2(CN(C2)C(=O)N2C[C@@H]3[C@@H](OCC(N3)=O)CC2)C1 (4aR,8aS)-6-[6-[(3-chloro-5-fluoro-2-pyridyl)methyl]-2-azaspiro[3.3]heptane-2-carbonyl]-4,4a,5,7,8,8a-hexahydropyrido[4,3-b][1,4]oxazin-3-one